tert-butyl (3-methyl-1,2,4-thiadiazol-5-yl)carbamate CC1=NSC(=N1)NC(OC(C)(C)C)=O